C(C)(C)(C)C1=CC=C(C=C1)N(C(=O)[C@@H]1N(C[C@H](C1)O)C#N)C(C(=O)NC1CCCCC1)C=1C=NC=CC1 (2R,4S)-N-(4-tert-butylphenyl)-1-cyano-N-[2-(cyclohexylamino)-2-oxo-1-(3-pyridyl)ethyl]-4-hydroxy-pyrrolidine-2-carboxamide